4-[4-[(3R)-3-aminopiperidine-1-carbonyl]pyridin-2-yl]-3-(5-cyclopropyl-2-methylpyrazol-3-yl)oxybenzonitrile N[C@H]1CN(CCC1)C(=O)C1=CC(=NC=C1)C1=C(C=C(C#N)C=C1)OC=1N(N=C(C1)C1CC1)C